P(=O)([O-])([O-])[O-].[C+4].[V+5].P(=O)([O-])([O-])[O-].P(=O)([O-])([O-])[O-] vanadium carbon phosphate